2-((3R*,4R*)-3-fluoro-4-((4-((S)-3-(5-(trifluoromethyl)pyridin-2-yl)morpholino)-7H-pyrrolo[2,3-d]pyrimidin-7-yl)methyl)piperidin-1-yl)acetamide F[C@H]1CN(CC[C@@H]1CN1C=CC2=C1N=CN=C2N2[C@H](COCC2)C2=NC=C(C=C2)C(F)(F)F)CC(=O)N |o1:1,6|